[Br].C(C)N1CN(C=C1)NC(C)=O (3-ethyl-1-acetamidoimidazole) bromine